FC1(CCN(CCC1)C1=C(C(=O)NC2=CC(=C(C=C2)F)C(N)=NO)C=C(C(=N1)C)C#C)F 2-(4,4-difluoroazepan-1-yl)-5-ethynyl-N-(4-fluoro-3-(N'-hydroxycarbamimidoyl)phenyl)-6-methylnicotinamide